C(C)CCC(C(CO)O)O 5-ethyl-1,2,3-pentanetriol